spiro[isobenzofuran-1(3H),9'-(9H)xanthene]-3-one C1=CC=CC=2OC3=CC=CC=C3C3(C12)OC(C1=CC=CC=C13)=O